ClC1=C2C(=C(N=N1)N[C@H]1CN(CCC1)CC)C(=NO2)C 7-chloro-N-[(3R)-1-ethyl-3-piperidinyl]-3-methyl-isoxazolo[4,5-d]pyridazin-4-amine